FC1(CN(C2([C@H]1O)CCCC2)C(C(CC21CC(C2)(C1)F)=O)=O)F (R)-1-(3,3-difluoro-4-hydroxy-1-azaspiro[4.4]nonan-1-yl)-3-(3-fluoro-bicyclo[1.1.1]pentan-1-yl)propane-1,2-dione